5-methyl-5-propyl-1,3-dioxane CC1(COCOC1)CCC